CC(C(=O)O)=C(C(=O)O)C 2,3-dimethyl-2-butenedioic acid